(R)-1-(2-(3-((6-(2-Hydroxy-4-(trifluoromethyl)phenyl)-4,5-dimethylpyridazin-3-yl)amino)piperidin-1-yl)ethyl)piperidin-4-ol OC1=C(C=CC(=C1)C(F)(F)F)C1=C(C(=C(N=N1)N[C@H]1CN(CCC1)CCN1CCC(CC1)O)C)C